NC1CCN2C1=NC=C2 (+)-7-amino-6,7-dihydro-5H-pyrrolo[1,2-a]imidazole